6-methyl-1H,4H,5H,6H-cyclopenta[c]pyrazole-3-carboxylic acid CC1CCC2=C1NN=C2C(=O)O